3-(6-bromo-3,5-difluoro-2-pyridyl)-6-cyclopropyl-7-(trideuteriomethoxy)imidazo[1,2-b]pyridazine BrC1=C(C=C(C(=N1)C1=CN=C2N1N=C(C(=C2)OC([2H])([2H])[2H])C2CC2)F)F